1-(4-chloro-3-fluoro-2-(2-oxo-1,2-dihydropyridin-4-yl)phenyl)-1H-1,2,3-triazole-4-carbonitrile ClC1=C(C(=C(C=C1)N1N=NC(=C1)C#N)C1=CC(NC=C1)=O)F